N-(1H-indol-5-yl)-6-(p-tolyl)-2-(4-(trifluoromethyl)phenyl)benzo[b]Thiophene-3-carboxamide N1C=CC2=CC(=CC=C12)NC(=O)C=1C2=C(SC1C1=CC=C(C=C1)C(F)(F)F)C=C(C=C2)C2=CC=C(C=C2)C